C(C)(CC)C1C(NC2=C(CN1C(=O)C=1NC(=CC1)C(=O)N1CC(C1)O)C=CC=C2)=O 3-(sec-butyl)-4-(5-(3-hydroxyazetidine-1-carbonyl)-1H-pyrrole-2-carbonyl)-1,3,4,5-tetrahydro-2H-benzo[1,4]diazepin-2-one